CN1N=CC(=C1)C=1C=C2C=C(N=CC2=CC1)NC(=O)C1=CC(=NC=C1)OC1CCN(CC1)C(=O)OC(C)(C)C tert-butyl 4-((4-((6-(1-methyl-1H-pyrazol-4-yl)isoquinolin-3-yl)carbamoyl)pyridin-2-yl)oxy)piperidine-1-carboxylate